C12(C=CC(CC1)C2)CN Norbornene-Methylamine